CC1=NN(C(=C1[N+](=O)[O-])C)CC=1C=C(C=CC1OC)C=CC(=O)C1=C(C=CC=C1)O 3-[3-[(3,5-Dimethyl-4-nitropyrazol-1-yl)methyl]-4-methoxyphenyl]-1-(2-hydroxyphenyl)prop-2-en-1-one